FC1=C(OC(C(=O)OCC)(F)F)C(=CC(=C1)F)C1CCC(CC1)OCC1NCCC1NCC1=CC=C(C=C1)OC ethyl 2-(2,4-difluoro-6-[4-[(3-[[(4-methoxyphenyl) methyl] amino] pyrrolidin-2-yl) methoxy] cyclohexyl] phenoxy)-2,2-difluoroacetate